(S)-3-(methylsulfonyl)pyrrolidine hydrochloride Cl.CS(=O)(=O)[C@@H]1CNCC1